BrC1=C(C=O)C(=CC=C1F)OC=C 2-bromo-3-fluoro-6-(vinyloxy)benzaldehyde